N[C@H](CC=1C=C2N(N=C(C=C2NCC=2SC=CC2)Cl)C1Cl)CF (R)-6-(2-amino-3-fluoropropyl)-2,7-dichloro-N-(thiophen-2-ylmethyl)pyrrolo[1,2-b]pyridazin-4-amine